(+-)-2,6-difluoro-4-(3-(2-((2R)-2-hydroxy-7-azabicyclo[2.2.1]heptan-7-yl)acetyl)-2,5-dimethyl-1H-pyrrol-1-yl)benzonitrile FC1=C(C#N)C(=CC(=C1)N1C(=C(C=C1C)C(CN1C2[C@@H](CC1CC2)O)=O)C)F